8-[(1R)-1-[(6-Chloro-2-fluoro-3-pyridyl)oxy]ethyl]-3,6-dimethyl-2-pyrimidin-5-yl-chromen-4-one ClC1=CC=C(C(=N1)F)O[C@H](C)C=1C=C(C=C2C(C(=C(OC12)C=1C=NC=NC1)C)=O)C